N-(2-(2,6-dioxopiperidin-3-yl)-7-methoxy-1-oxoisoindolin-5-yl)acetamide O=C1NC(CCC1N1C(C2=C(C=C(C=C2C1)NC(C)=O)OC)=O)=O